ONC(=O)C1=CC2=C(OCC(N2CC2=CC=C(C=C2)SC(F)(F)F)=O)C=C1 N-hydroxy-3-oxo-4-(4-((trifluoromethyl)thio)benzyl)-3,4-dihydro-2H-benzo[b][1,4]oxazine-6-carboxamide